allyl-L-alanyl-D-isoglutamine benzyl ester C(C1=CC=CC=C1)OC(CC[C@@H](NC([C@@H](NCC=C)C)=O)C(N)=O)=O